CN[C@H]([C@@H](C)CC)C(=O)O.FC1=C(C=C(C=C1)F)[C@@H]1NCCC1 (R)-2-(2,5-difluorophenyl)pyrrolidine methyl-D-alloisoleucinate